(11S)-1-{[6-amino-10,11-dihydro-8H-[1,4]oxazino[4',3':1,2]imidazo[4,5-c]quinolin-11-yl]methyl}guanidine NC1=NC2=CC=CC=C2C2=C1N=C1N2[C@H](COC1)CNC(=N)N